C(C)(C)(C)OC(=O)NCCCC[C@H](NC([C@@H](NC(COCCOCCOCCOCCOCCOCCOCCOCCOCCNC(=O)C=1C=NC(=NC1)SC)=O)C(C)C)=O)C(=O)O N6-(tert-butoxycarbonyl)-N2-((1-(2-(methylthio)pyrimidin-5-yl)-1-oxo-5,8,11,14,17,20,23,26,29-nonaoxa-2-azahentriacontan-31-oyl)-L-valyl)-L-lysine